Butyl 4-(4-(5-Bromo-1-methyl-2-oxo-1,2-dihydropyridin-3-ylamino)-1H-imidazol-1-yl)piperidine-1-carboxylate BrC=1C=C(C(N(C1)C)=O)NC=1N=CN(C1)C1CCN(CC1)C(=O)OCCCC